CSC1=C(C=C(C(=C1)C1=CC=NC=C1)SC)C1=CC=NC=C1 4,4'-(2,5-bis(methylthio)-1,4-phenylene)dipyridine